BrC1=CC=CC=2C3(C4=CC=CC=C4C12)C1=CC=CC=C1C=1C=CC=CC13 4-bromo-9,9'-spirobi[fluorene]